[K+].C(CCCCCCCCCCCCCCCCC)N[C@@H](CCC(=O)[O-])C(=O)[O-].[K+] N-stearyl-L-glutamate potassium salt